(S)-tert-butyl (1-(imidazo[1,2-a]pyrazin-8-yl)pyrrolidin-3-yl)carbamate N=1C=CN2C1C(=NC=C2)N2C[C@H](CC2)NC(OC(C)(C)C)=O